2-[[[3-methyl-4-(2,2,2-trifluoroethoxy)-2-pyridinyl]methyl]thio]-1H-benzimidazole CC=1C(=NC=CC1OCC(F)(F)F)CSC1=NC2=C(N1)C=CC=C2